FC1=CC=C(C=C1)C1=C2N=C(C(=NC2=CC=C1)C(=O)N)CC=1SC(=CC1)C1=CC(=C(C=C1)OC)C (4-fluorophenyl)-((5-(4-methoxy-3-methylphenyl)thiophen-2-yl)methyl)quinoxaline-2-carboxamide